C(CCCCCCCCCCCCCCCCC)(=O)OC([C@@H](N)CO)=O seryl stearate